1-(4-isobutyl-3,4-dihydroquinoxalin-1(2H)-yl)-3-(4-methylpiperazin-1-yl)propan-1-one diL-tartaric acid salt C([C@H](O)[C@@H](O)C(=O)O)(=O)O.C([C@H](O)[C@@H](O)C(=O)O)(=O)O.C(C(C)C)N1CCN(C2=CC=CC=C12)C(CCN1CCN(CC1)C)=O